N[C@H]1[C@H]([C@H]/2CC[C@@H]1\C2=C/C2=CC=CC=C2)C(=O)NC2=CC(=C(C=C2)F)C(F)(F)F (1R,2S,3R,4R)-3-amino-7-((Z)-benzylidene)-N-(4-fluoro-3-(trifluoromethyl)phenyl)bicyclo[2.2.1]heptane-2-carboxamide